methyl N-[5-[6-(3-methoxy-3,4-dihydro-2H-quinoline-1-carbonyl)imidazo[1,2-a]pyridin-3-yl]-2-pyridyl]carbamate COC1CN(C2=CC=CC=C2C1)C(=O)C=1C=CC=2N(C1)C(=CN2)C=2C=CC(=NC2)NC(OC)=O